(S)-1-(4-(6-fluoroquinolin-4-yl)-2-(trifluoromethyl)phenoxy)-2,4-dimethylpentan-2-amine FC=1C=C2C(=CC=NC2=CC1)C1=CC(=C(OC[C@](CC(C)C)(N)C)C=C1)C(F)(F)F